Cl.CC=1OC2=C(C1C(=O)NC1CCNCC1)C=C(C=C2)OCC2=C(N=CS2)C 2-methyl-5-((4-methylthiazol-5-yl)methoxy)-N-(piperidin-4-yl)benzofuran-3-carboxamide hydrochloride